O=C1NC(CCC1N1C(C2=CC=CC(=C2C1=O)OCCC(=O)O)=O)=O 3-((2-(2,6-dioxopiperidin-3-yl)-1,3-dioxoisoindol-4-yl)oxy)propanoic acid